3-(2,4-difluorophenoxy)-6-(7-methyl-3-(trifluoromethyl)-[1,2,4]triazolo[4,3-b]pyridazin-6-yl)-5,6,7,8-tetrahydro-1,6-naphthyridine FC1=C(OC=2C=NC=3CCN(CC3C2)C=2C(=CC=3N(N2)C(=NN3)C(F)(F)F)C)C=CC(=C1)F